3-(3-methoxyphenyl)-2-(3-{[(2S)-pyrrolidin-2-yl]methoxy}pyridin-4-yl)-1H-pyrrolo[3,2-b]pyridine COC=1C=C(C=CC1)C1=C(NC=2C1=NC=CC2)C2=C(C=NC=C2)OC[C@H]2NCCC2